FC(C1=CC=C(C=C1)CC=1C=2N(C=CC1)N=CC2C(=O)N[C@@H](C)C2=CC=C(C(=O)O)C=C2)(F)F 4-[(1S)-1-[[4-[[4-(trifluoromethyl)phenyl]methyl]pyrazolo[1,5-a]pyridine-3-carbonyl]amino]ethyl]benzoic acid